(R)-N-(5-(5-cyclopropyl-1,2,4-oxadiazol-3-yl)-2,3-dihydro-1H-inden-1-yl)-1,5-dimethyl-1H-pyrazole-4-carboxamide C1(CC1)C1=NC(=NO1)C=1C=C2CC[C@H](C2=CC1)NC(=O)C=1C=NN(C1C)C